cis-1-[3-(tert-butoxycarbonylamino)propyl]-1-(2-tert-butoxy-2-keto-ethyl)piperidin-1-ium-4-carboxylate C(C)(C)(C)OC(=O)NCCC[N+]1(CCC(CC1)C(=O)[O-])CC(=O)OC(C)(C)C